4-(4-fluoro-5-hydroxy-6-methoxybenzo[b]thiophen-2-yl)-4-hydroxybutyric acid methyl ester COC(CCC(O)C1=CC2=C(S1)C=C(C(=C2F)O)OC)=O